2,9-bis(N-(1-imidazolyl)alanyl)-1,10-phenanthroline N1(C=NC=C1)N[C@@H](C)C(=O)C1=NC2=C3N=C(C=CC3=CC=C2C=C1)C([C@@H](NN1C=NC=C1)C)=O